Tert-butyl-3-(7-bromo-5-(4-(4-fluoro-2-methoxyphenyl)piperazine-1-carbonyl)-1H-indol-2-yl)-5,6-dihydropyridine-1(2H)-carboxylate C(C)(C)(C)OC(=O)N1CC(=CCC1)C=1NC2=C(C=C(C=C2C1)C(=O)N1CCN(CC1)C1=C(C=C(C=C1)F)OC)Br